N-[2-(benzenesulfonyloxy)phenyl]-N'-[3-(p-ethylbenzenesulfonyloxy)phenyl]urea C1(=CC=CC=C1)S(=O)(=O)OC1=C(C=CC=C1)NC(=O)NC1=CC(=CC=C1)OS(=O)(=O)C1=CC=C(C=C1)CC